Cl.CC1=C(C=CC(=C1)C)C1=NN=C(O1)C1CCNCC1 4-[5-(2,4-dimethylphenyl)[1,3,4]oxadiazol-2-yl]piperidine-hydrochloride